F[C@H]1CN(CC[C@H]1NC1=C2C=C(N(C2=CC=C1)CC(F)(F)F)C1=NOC(=N1)CNC(OCC1=CC=CC=C1)=O)C |r| benzyl (+/-)-((3-(4-(((3S,4R)-3-fluoro-1-methylpiperidin-4-yl)amino)-1-(2,2,2-trifluoroethyl)-1H-indol-2-yl)-1,2,4-oxadiazol-5-yl)methyl)carbamate